pentafluorophenyl 3-(2'-(cyclopentanesulfonyl)-5'-oxo-2,3,5,6-tetrahydro-5'H-spiro[pyran-4,8'-pyrido[4,3-d]pyrimidin]-6'(7'H)-yl)propanoate C1(CCCC1)S(=O)(=O)C=1N=CC2=C(N1)C1(CN(C2=O)CCC(=O)OC2=C(C(=C(C(=C2F)F)F)F)F)CCOCC1